CN1N=C(C2=C1CN(C2)C#N)C2=CC=CC=C2 1-methyl-3-phenyl-4,6-dihydropyrrolo[3,4-c]pyrazole-5(1H)-carbonitrile